N,N-dimethyl-4-(4-(4-methyl-4H-1,2,4-triazol-3-yl)piperidin-1-yl)-3-(pyridin-3-yl)aniline iron-sodium carbon [C].[Na].[Fe].CN(C1=CC(=C(C=C1)N1CCC(CC1)C1=NN=CN1C)C=1C=NC=CC1)C